NCCCC(=O)N[C@H](C(=O)N1[C@@H](C[C@H](C1)O)C(=O)N[C@@H](C)C1=CC=C(C=C1)C1=C(N=CS1)C)C(C)(C)C (2S,4R)-1-((S)-2-(4-aminobutanamido)-3,3-dimethylbutanoyl)-4-hydroxy-N-((S)-1-(4-(4-methylthiazol-5-yl)phenyl)ethyl)pyrrolidine-2-carboxamide